6-[3-(1-cyclopentylpyrazol-4-yl)-7,8-dihydro-5H-1,6-naphthyridin-6-yl]-5-methyl-pyridine C1(CCCC1)N1N=CC(=C1)C=1C=NC=2CCN(CC2C1)C1=C(C=CC=N1)C